S1C2=C(C=C1C[C@H](CC(=O)NO)N1N=NC(=C1)CNC(C1=CC=C(C=C1)F)=O)C=CC=C2 (S)-N-((1-(1-(benzo[b]thiophen-2-yl)-4-(hydroxyamino)-4-oxobutan-2-yl)-1H-1,2,3-triazol-4-yl)methyl)-4-fluorobenzamide